CN1N=NC(=C1C(=O)O)C1=NC(=C(C=C1)N(S(=O)(=O)C)C)C 1-methyl-4-(6-methyl-5-(N-methylmethanesulfonamido)pyridin-2-yl)-1H-1,2,3-triazole-5-carboxylic acid